NCC1(CN(CC1)C1=NC(=CC(=N1)OC1=CC(=CC=C1)F)C(F)(F)F)O 3-(aminomethyl)-1-[4-(3-fluorophenoxy)-6-(trifluoromethyl)pyrimidin-2-yl]pyrrolidin-3-ol